ClC1=CC(=C(C=N1)N1CCC(CC1)=O)OC 1-(6-chloro-4-methoxypyridin-3-yl)piperidin-4-one